Cl.N[C@H](CO)C1=CC(=CC=C1)C(C)(F)F (S)-2-amino-2-(3-(1,1-difluoroethyl)phenyl)ethan-1-ol hydrochloride